2-bromo-6-((cyclohexyl-(methyl)amino)methyl)aniline BrC1=C(N)C(=CC=C1)CN(C)C1CCCCC1